BrC1=NN(C(=C1)C(F)(F)F)C 3-bromo-1-methyl-5-(trifluoromethyl)pyrazole